1-(5-amino-2-(2-hydroxypropan-2-yl)-2,3-dihydro-1H-inden-2-yl)-4-(trifluoromethyl)imidazolidin-2-one NC=1C=C2CC(CC2=CC1)(C(C)(C)O)N1C(NC(C1)C(F)(F)F)=O